COC(=O)[C@H]1[C@@H](C1)C(=O)O |r| racemic-trans-2-methoxycarbonyl-cyclopropanecarboxylic acid